C(C1=CC=CC=C1)OC(=O)NCC1CCN(CC1)C(=O)OCC1=CC=CC=C1 benzyl 4-((((benzyloxy)carbonyl)amino)methyl)piperidine-1-carboxylate